N-[3-[5-[6-(1-cyanocyclopropyl)-3-pyridyl]-1H-pyrrolo[2,3-b]pyridine-3-carbonyl]-2,4-difluoro-phenyl]pyrrolidine-1-sulfonamide C(#N)C1(CC1)C1=CC=C(C=N1)C=1C=C2C(=NC1)NC=C2C(=O)C=2C(=C(C=CC2F)NS(=O)(=O)N2CCCC2)F